5-bromo-2,2-dimethyl-[1,3]dioxolo[4,5-f]quinolin-9-ol BrC=1C=C2C(=C3C(=CC=NC13)O)OC(O2)(C)C